3-{[2-(methylsulfonyl)hydrazinyl]carbonyl}-1-[2-oxo-2-(thiophen-2-yl)ethyl]pyridinium chloride [Cl-].CS(=O)(=O)NNC(=O)C=1C=[N+](C=CC1)CC(C=1SC=CC1)=O